(2R,3R)-N-((S)-1-Hydroxy-3-(thiophen-2-yl)propan-2-yl)-3-methoxy-2-methyl-3-((S)-pyrrolidin-2-yl)propanamide OC[C@H](CC=1SC=CC1)NC([C@@H]([C@H]([C@H]1NCCC1)OC)C)=O